CC=1C=CC(=C(C1)N1N=C2C(=N1)C=CC=C2)O 2-(5-methyl-2-hydroxyphenyl)benzotriazole